[N-](S(=O)(=O)C(F)(F)F)S(=O)(=O)C(F)(F)F.P(=O)([O-])([O-])O.C(C)[N+]1(CCCC1)C.C(C)[N+]1(CCCC1)C.C(C)[N+]1(CCCC1)C tris(N-ethyl-N-methylpyrrolidinium) phosphate bis(trifluoromethylsulfonyl)imide salt